1,3,3-trimethyl-5-isopropylcyclohexanecarbonitrile CC1(CC(CC(C1)C(C)C)(C)C)C#N